2-propyl-octanoic acid C(CC)C(C(=O)O)CCCCCC